(R)-1-(2'-fluoro-[1,1'-biphenyl]-4-yl)ethan-1-amine FC1=C(C=CC=C1)C1=CC=C(C=C1)[C@@H](C)N